Geranylaceton C(\C=C(/C)\CCC=C(C)C)CC(C)=O